1,2-diphenyl-ethanol C1(=CC=CC=C1)C(CC1=CC=CC=C1)O